N1N=CC=C1C1=CC=C(CN(C(=O)[C@H]2CN(CCC2)C=2C=C(OC(C(=O)N3CCN(CC3)C(=O)OC(C)(C)C)(C)C)C=CC2)C2CC2)C=C1 tert-butyl (R)-4-(2-(3-(3-((4-(1H-pyrazol-5-yl)benzyl)(cyclopropyl)carbamoyl) piperidin-1-yl)phenoxy)-2-methylpropanoyl)piperazine-1-carboxylate